ClC1=CC(=NC=N1)NC(=O)[C@@H]1[C@H](C1)C1=NC=C(C(=N1)C)F |r| rac-(1S*,2S*)-N-(6-chloropyrimidin-4-yl)-2-(5-fluoro-4-methylpyrimidin-2-yl)cyclopropane-1-carboxamide